O(C(C(=O)O)CC(=O)O)C(C(=O)O)CC(=O)O oxydisuccinic acid